[Pd].C12=CC=C(CC1)C2 (norbornadiene) palladium